Tert-butyl 3,3-dimethyl-6-oxo-1,4-oxazepane-4-carboxylate CC1(COCC(CN1C(=O)OC(C)(C)C)=O)C